6,7-Dimethyl-4-[(trimethylsilyl)ethynyl]-2,3-dihydro-1H-pyrrolo[4,3-c]pyridine-2-carboxylic acid-2-methylpropan-2-yl ester CC(C)(C)OC(=O)N1CC2=C(C(=NC(=C2C)C)C#C[Si](C)(C)C)C1